(Z)-5-(2-hydroxy-3-(2-(3-methyl-5-oxo-1-(5,6,7,8-tetrahydronaphthalen-2-yl)-1H-pyrazol-4(5H)-ylidene)hydrazino)phenyl)furan-2-carboxylic acid OC1=C(C=CC=C1N\N=C/1\C(=NN(C1=O)C1=CC=2CCCCC2C=C1)C)C1=CC=C(O1)C(=O)O